N-(4-(2-(4-((2-methoxyethoxy)methoxy)-3-(methylsulfonamido)phenyl)-1-oxo-1,2,3,4-tetrahydroisoquinolin-6-yl)phenyl)pivalamide COCCOCOC1=C(C=C(C=C1)N1C(C2=CC=C(C=C2CC1)C1=CC=C(C=C1)NC(C(C)(C)C)=O)=O)NS(=O)(=O)C